N1=CCC2=C3C(=CC=C12)C1=CC=CC=C1CC3 4,5-dihydro-3H-naphtho[2,1-e]indole